C1(CCC1)NC=1C=C(C=C(C1)C1(CC(C1)OC)C1=NN=CN1C)N1C(C2=CC(=CC(=C2C1)C(F)(F)F)CNC1(CCC1)C)=O 2-(3-(cyclobutylamino)-5-((1r,3r)-3-methoxy-1-(4-methyl-4H-1,2,4-triazol-3-yl)cyclobutyl)phenyl)-6-(((1-methylcyclobutyl)amino)methyl)-4-(trifluoromethyl)isoindolin-1-one